2-(4-bromophenyl)-2,7-diazaspiro[3.5]nonane-7-carboxylic acid BrC1=CC=C(C=C1)N1CC2(C1)CCN(CC2)C(=O)O